3-Methoxy-4-methoxycarbonyl-phenyl-3,6-dihydro-2H-pyridine-1-carboxylic acid tert-butyl ester C(C)(C)(C)OC(=O)N1C(CC=CC1)C1=CC(=C(C=C1)C(=O)OC)OC